CC1C2(CC(N(C2)C2=NC=CC(=C2)C(F)(F)F)=O)CCN(C1)C(=O)OC(C)(C)C tert-butyl 6-methyl-3-oxo-2-(4-(trifluoromethyl)pyridin-2-yl)-2,8-diazaspiro[4.5]decane-8-carboxylate